ethyl (2Z)-3-[3-[(tert-butoxycarbonyl)amino]phenyl]-4,4-difluorobut-2-enoate C(C)(C)(C)OC(=O)NC=1C=C(C=CC1)/C(=C/C(=O)OCC)/C(F)F